NC1=CC=CC(=N1)S(=O)(=O)NC(=O)C=1C(=NC(=C(C1)C=1CCC2(OCCO2)CC1)C(C)(C)C)N1C(CC(C1)C)(C)C N-[(6-amino-2-pyridyl)sulfonyl]-6-tert-butyl-5-(1,4-dioxaspiro[4.5]dec-8-en-8-yl)-2-(2,2,4-trimethylpyrrolidin-1-yl)pyridine-3-carboxamide